2-(3-(2-(((R)-((R)-7-fluoro-1,2,3,4-tetrahydropyrido[2,3-b]pyrazin-3-yl)(phenyl)methyl)amino)ethyl)-5-methylphenyl)acetic acid FC1=CC2=C(N[C@H](CN2)[C@@H](C2=CC=CC=C2)NCCC=2C=C(C=C(C2)C)CC(=O)O)N=C1